N1(CCNCC1)C1=NSC2=C1C=CC=C2 3-(piperazin-1-yl)-1,2-benzisothiazole